COP(OC)(O)=O bis-methyl-phosphoric acid